(Z)-4-methyl-N-(1,4,8-triphenyl-3-(thiophen-2-yl)-7-oxa-1,2-diazaspiro[4.4]nona-2,8-dien-6-ylidene)benzenesulfonamide CC1=CC=C(C=C1)S(=O)(=O)\N=C/1\C2(C(C(=NN2C2=CC=CC=C2)C=2SC=CC2)C2=CC=CC=C2)C=C(O1)C1=CC=CC=C1